C1(=CC=CC=C1)C(CCCCCCCCCCCCP([O-])([O-])([O-])CCCCCCCCCCCCC)C1=CC=CC=C1 diphenyldi(tridecyl)phosphite